[2-(3-Methoxy-phenyl)-imidazo[1,2-a]pyridin-7-yl]-methyl-amine COC=1C=C(C=CC1)C=1N=C2N(C=CC(=C2)NC)C1